4-(trifluoromethyl)-N-[(1S,2S,3S,5R)-2,6,6-trimethylnorborn-3-yl]-1H-pyrrolo[2,3-b]pyridine-2-carboxamide FC(C1=C2C(=NC=C1)NC(=C2)C(=O)N[C@@H]2[C@H]([C@H]1C(CC2C1)(C)C)C)(F)F